FC1=C(C=CC(=C1)F)N1N=C(C2=CC=CC=C2C1=O)C=1C=C(C=CC1)C1(CC1)C(=O)O 1-(3-(3-(2,4-difluorophenyl)-4-oxo-3,4-dihydro-phthalazin-1-yl)phenyl)cyclopropane-1-carboxylic acid